(S)-(3-Hydroxypyrrolidin-1-yl)(3'-((6-methoxy-2-(2-methoxyimidazo[2,1-b][1,3,4]thiadiazol-6-yl)benzofuran-4-yl)methoxy)-[1,1'-biphenyl]-4-yl)methanone O[C@@H]1CN(CC1)C(=O)C1=CC=C(C=C1)C1=CC(=CC=C1)OCC1=CC(=CC2=C1C=C(O2)C=2N=C1SC(=NN1C2)OC)OC